4-bromo-5-(tert-butyl)-6-chloro-1-(tetrahydro-2H-pyran-2-yl)-1H-indazole BrC1=C2C=NN(C2=CC(=C1C(C)(C)C)Cl)C1OCCCC1